glycolylvanillin C(CO)(=O)C(=O)C1=CC(OC)=C(O)C=C1